ethyl 2,4-bis(trifluoromethyl)imidazo[1,2-a][1,8]naphthyridine-8-carboxylate FC(C=1C=C(C=2C=CC=3N(C2N1)C=C(N3)C(=O)OCC)C(F)(F)F)(F)F